ClC=1C(=NC=CC1)C(C)(C)NC1=NC=CC(=N1)C=1SC=CN1 [1-(3-chloro(2-pyridyl))-isopropyl](4-(1,3-thiazol-2-yl)pyrimidin-2-yl)amine